(R,2R,5S)-8-(benzyloxy)-2-methoxy-5-methyl-7,9-dioxo-N-(2,4,6-trifluorobenzyl)-2,5,7,9-tetrahydro-1,6-methanopyrido[1,2-b][1,2,5]triazonine-10-carboxamide C(C1=CC=CC=C1)OC=1C(C(=CN2N3[C@@H](C=C[C@@H](N(C(C21)=O)C3)C)OC)C(=O)NCC3=C(C=C(C=C3F)F)F)=O